2-methoxy-5-nitrobenzene carbamate C(N)(O)=O.COC1=CC=C(C=C1)[N+](=O)[O-]